[Br-].C(CC)N1CN(C=C1)CCC 1,3-dipropylimidazole bromide